C(CC)S(=O)(=O)C=1C=C(OC[C@H]2OC2)C=CC1 (S)-2-((3-(propylsulfonyl)phenoxy)methyl)oxirane